7-(2,3-Dichlorophenyl)-N-[(4S)-3,4-dihydro-2H-chromen-4-yl]-3-isopropyl-1-benzothiophene-2-carboxamide ClC1=C(C=CC=C1Cl)C1=CC=CC=2C(=C(SC21)C(=O)N[C@H]2CCOC1=CC=CC=C21)C(C)C